C(C1=CC=CC=C1)N1C[C@H](N(C[C@@H]1CN1C[C@@H](OC[C@H]1C)C)C(=O)OC(C)(C)C)C tert-butyl (2R,5S)-4-benzyl-5-(((2S,5R)-2,5-dimethylmorpholino) methyl)-2-methylpiperazine-1-carboxylate